5'-TBDMS-4-tert-butoxycarbonyl-2'-deoxy-2',2'-difluorocytidine [Si](C)(C)(C(C)(C)C)C([C@@H]1[C@H](C([C@@H](O1)N1C(=O)NC(N)(C=C1)C(=O)OC(C)(C)C)(F)F)O)O